1-chloro-1-fluoroEthane ClC(C)F